O1CCC(CC1)NC(=O)C=1C=C(SC1)[C@H]1[C@@H](C1)NC(OC(C)(C)C)=O Tert-Butyl (trans-2-(4-((tetrahydro-2H-pyran-4-yl)carbamoyl)thiophen-2-yl)cyclopropyl)carbamate